2-(4-(4-(5-bromo-4-morpholinopyrimidin-2-yl)piperazine-1-carbonyl)phenyl)-1H-benzo[d]imidazole-4-carboxamide BrC=1C(=NC(=NC1)N1CCN(CC1)C(=O)C1=CC=C(C=C1)C1=NC2=C(N1)C=CC=C2C(=O)N)N2CCOCC2